(r)-12-hydroxy-12-octadecenoic acid OC(CCCCCCCCCCC(=O)O)=CCCCCC